(±)-trans-N1-[8-amino-6-(6-methyl-1H-indazol-5-yl)-3-isoquinolinyl]cyclopropane-1,2-dicarboxamide NC=1C=C(C=C2C=C(N=CC12)NC(=O)[C@H]1[C@@H](C1)C(=O)N)C=1C=C2C=NNC2=CC1C |r|